2-(tert-butyl)-N-(2-fluoro-4-methyl-5-(8-morpholinoimidazo[1,2-a]pyridin-6-yl)phenyl)morpholine-4-carboxamide C(C)(C)(C)C1CN(CCO1)C(=O)NC1=C(C=C(C(=C1)C=1C=C(C=2N(C1)C=CN2)N2CCOCC2)C)F